N1=C(C=NC2=CC=CC=C12)C=1C=NN(C1)C1CCN(CC1)C1C(C1)CCO 2-(2-(4-(4-(quinoxalin-2-yl)-1H-pyrazol-1-yl)piperidin-1-yl)cyclopropyl)ethan-1-ol